2-methoxyethyl (1S,2R,5R)-3-((3-fluoro-4-((1-methyl-1H-pyrazol-4-yl)oxy)phenyl)sulfonyl)-2-(((tetrahydro-2H-pyran-2-yl)oxy)carbamoyl)-3,8-diazabicyclo-[3.2.1]octane-8-carboxylate FC=1C=C(C=CC1OC=1C=NN(C1)C)S(=O)(=O)N1[C@H]([C@@H]2CC[C@H](C1)N2C(=O)OCCOC)C(NOC2OCCCC2)=O